CC=1C(=NOC1C)N(S(=O)(=O)C1=C(C=CC=C1)C1=C(C=C(C=C1)CN1C(=NC=2C1=NC(=CC2)CC(=O)O)CCC)COCC)COC 2-(3-((2'-(N-(4,5-dimethylisoxazol-3-yl)-N-(methoxymethyl)sulfamoyl)-2-(ethoxymethyl)-[1,1'-biphenyl]-4-yl)methyl)-2-propyl-3H-imidazo[4,5-b]pyridin-5-yl)acetic acid